SC1=C(C=C(C(=N1)S)C#N)C#N dimercaptopyridine-3,5-dicarbonitrile